3-chloro-5-{2-[(3S,4S)-3-[(4-methanesulfonyl-3-methylphenoxy)methyl]-4-methylpyrrolidin-1-yl]ethyl}benzonitrile ClC=1C=C(C#N)C=C(C1)CCN1C[C@H]([C@@H](C1)C)COC1=CC(=C(C=C1)S(=O)(=O)C)C